ClC=1C=CC(=C(C1)C1=C(N=CN1)C1=NC2=CC(=CN=C2C=C1)C=1C=NN2C1CNCC2)F 2-[5-(5-chloro-2-fluoro-phenyl)-1H-imidazol-4-yl]-7-(4,5,6,7-tetrahydropyrazolo[1,5-a]pyrazin-3-yl)-1,5-naphthyridine